2-hydroxy-7-methoxy-1,2-benzoxaborole OB1OC2=C(C1)C=CC=C2OC